O=C1NC(CCC1N1C(C2=CC=C(C=C2C1=O)CN1CCC(CC1)C1=CC=NC2=CC(=CC=C12)F)=O)=O 2-(2,6-dioxopiperidin-3-yl)-5-((4-(7-fluoroquinolin-4-yl)piperidin-1-yl)methyl)isoindoline-1,3-dione